6-(4-fluorobenzyl)-3,3-dimethyl-1,2,3,4-tetrahydro-5H-pyrrolo[3,2-b]pyridin-5-one FC1=CC=C(CC2=CC3=C(NC2=O)C(CN3)(C)C)C=C1